3-(5-methylisoxazol-3-yl)piperidin-3-amine CC1=CC(=NO1)C1(CNCCC1)N